ONC(C(C)(C)C)=O N-hydroxypivalamide